2-({[(5'S)-3'-oxo-5'-(pyrazin-2-yl)tetrahydro-3'H-spiro[cyclobutane-1,2'-pyrrolo[2,1-b][1,3]oxazol]-3-yl]oxy}methyl)furan-3-carbonitrile O=C1N2C(OC13CC(C3)OCC=3OC=CC3C#N)CC[C@H]2C2=NC=CN=C2